3-(5-amino-1,3,4-thiadiazol-2-yl)cyclobutan-1-ol NC1=NN=C(S1)C1CC(C1)O